5-chloro-1'-[2-(4-methanesulfonylphenoxy)ethyl]-1-(2-methoxyethyl)-1,2-dihydrospiro[indole-3,4'-piperidin]-2-one ClC=1C=C2C(=CC1)N(C(C21CCN(CC1)CCOC1=CC=C(C=C1)S(=O)(=O)C)=O)CCOC